C(C(=C)C)(=O)OCCC[Si](OC)(OC)C 3-methacryloxypropyl-(methyl)dimethoxysilane